3,5-dimethyl-2-methylpropylpyrazine CCC(CC1=NC=C(N=C1)C)C